N1=CC(=CC(=C1)NC([O-])=O)C1=CC=NC=C1 3,4'-bipyridin-5-ylcarbamate